C(C1=CC=CC=C1)OCCOC[C@@](C)(O)C1=CC=C(S1)S(=O)(N)=NC(NC1=C2C(=NC3=C1CCC3)CCC2(C)C)=O 5-((R)-1-(2-(benzyloxy)ethoxy)-2-hydroxypropan-2-yl)-N'-((1,1-dimethyl-1,2,3,5,6,7-hexahydrodicyclopenta[b,e]pyridin-8-yl)carbamoyl)thiophene-2-sulfonimidamide